1-ethenylpiperazine C(=C)N1CCNCC1